(6-cyanopyrimidin-4-yl)-1-(oxazolidin-2-yl)pyrazole-3-carboxylic acid C(#N)C1=CC(=NC=N1)C=1C(=NN(C1)C1OCCN1)C(=O)O